2,2-bis(2-hydroxy-4-aminophenyl)propane OC1=C(C=CC(=C1)N)C(C)(C)C1=C(C=C(C=C1)N)O